F[C@H]1CC2=CC=3CCCC3C(=C2C1)NC(=O)N=[S@](=O)(N)C=1C=NN2C1OC[C@H](C2)C (R,6S)-N'-(((S)-2-fluoro-1,2,3,5,6,7-hexahydro-s-indacen-4-yl)carbamoyl)-6-methyl-6,7-dihydro-5H-pyrazolo[5,1-b][1,3]oxazine-3-sulfonimidamide